5-((5-(3-((1H-Indol-5-yl)oxy)phenyl)-4H-1,2,4-triazol-3-yl)methyl)thiazole N1C=CC2=CC(=CC=C12)OC=1C=C(C=CC1)C=1NC(=NN1)CC1=CN=CS1